CN(CCCN)C N-(3-dimethylaminopropyl)amine